2-(2,2-dimethoxyethyl)-8-fluoro-2,3,4,5-tetrahydro-1H-pyrido[4,3-b]indole COC(CN1CC2=C(NC=3C=CC(=CC23)F)CC1)OC